2,5-dimethylbenzyl ether CC1=C(COCC2=C(C=CC(=C2)C)C)C=C(C=C1)C